benzothienyl-(nitrogen) S1C(=CC2=C1C=CC=C2)[N]